OC1(CC(C1)N1CCC2=C1N=NC(=C2)C2=C(C=C(C=C2C)C(F)(F)F)O)C(F)(F)F 2-(7-((1s,3s)-3-hydroxy-3-(trifluoromethyl)cyclobutyl)-6,7-dihydro-5H-pyrrolo[2,3-c]pyridazin-3-yl)-3-methyl-5-(trifluoromethyl)phenol